N-ethyl-N'-(3-(3-fluoro-2-methylbenzyl)-2,5-dimethylphenyl)-N-methylformimidamide C(C)N(C=NC1=C(C(=CC(=C1)C)CC1=C(C(=CC=C1)F)C)C)C